BrC1=C(C=CC(=C1)N)N(C)C 2-bromo-N1,N1-dimethylbenzene-1,4-diamine